CS(=O)(=O)CC1=C(C=C(C=C1)NC1=NC=C2CCN(CC2=C1)C1=C(C2=C(OCCN2C(=O)OC(C)(C)C)N=C1)C)C tert-butyl 7-(7-{[4-(methanesulfonylmethyl)-3-methylphenyl]amino}-1,2,3,4-tetrahydro-2,6-naphthyridin-2-yl)-8-methyl-1H,2H,3H-pyrido[2,3-b][1,4]oxazine-1-carboxylate